C(CCCCCCCCC)C(=CCCO)CCCCCCCCCC 4-Decyltetradec-3-En-1-Ol